C(C)(=O)O[C@@H]1COCC[C@H]1NC1=NN2C(C=N1)=C(C=C2C(C)C(C)(F)F)Cl (3S,4R)-4-{[5-chloro-7-(3,3-difluorobutan-2-yl)pyrrolo[2,1-f][1,2,4]triazin-2-yl]amino}oxan-3-yl acetate